N-[2-chloro-3-[2-chloro-3-(3-fluoro-4-formyl-5-methoxy-phenyl)phenyl]phenyl]-4-(2-hydroxyethylamino)-4,5,6,7-tetrahydropyrazolo[1,5-a]pyridine-2-carboxamide ClC1=C(C=CC=C1C1=C(C(=CC=C1)C1=CC(=C(C(=C1)OC)C=O)F)Cl)NC(=O)C1=NN2C(C(CCC2)NCCO)=C1